Ethyl 2-methylbutanoate CC(C(=O)OCC)CC